NC(C(=O)N/N=C/C1=C(C(=C(C=C1)O)O)O)CO (DL)-2-amino-3-hydroxy-N-[(E)-(2,3,4-trihydroxyphenyl)methyleneamino]propanamide